N-[2-(benzylsulfonyloxy)phenyl]-N'-[4-(benzylsulfonyloxy)phenyl]urea C(C1=CC=CC=C1)S(=O)(=O)OC1=C(C=CC=C1)NC(=O)NC1=CC=C(C=C1)OS(=O)(=O)CC1=CC=CC=C1